CC1=CC=C(C=C1)S(=O)(=O)OCCOCCOCCOCCOCCNS(=O)(=O)C1=CC=C(C=C1)NC1=NC=C(C(=N1)NC1=C(C(=CC=C1)F)C(N)=O)Br 2-[2-[2-[2-[2-[[4-[[5-bromo-4-(2-carbamoyl-3-fluoro-anilino)pyrimidin-2-yl]amino]phenyl] sulfonylamino]ethoxy]ethoxy]ethoxy]ethoxy]ethyl 4-methylbenzenesulfonate